OCC1=CC=C(C=C1)NO (4-hydroxymethylphenyl)hydroxylamine